O1C2=C(OCC1)C=CC=C2 dihydrobenzo[b]dioxine